ethyl 5-(3-chlorophenyl)-4-(ethylthio)-1-methyl-1H-pyrazole-3-carboxylate ClC=1C=C(C=CC1)C1=C(C(=NN1C)C(=O)OCC)SCC